C(CCCCCCC)OOCCCCCCCC(=O)O 9-(octyloxy)-9-oxanonanoic acid